FC1=C(C(=C(C(=C1F)F)F)F)[B-](C1=C(C(=C(C(=C1F)F)F)F)F)(C1=C(C(=C(C(=C1F)F)F)F)F)C1=C(C(=C(C(=C1F)F)F)F)F.C(C)[NH+](CCCCCCCCCCCCCCCCCC)CCCCCCCCCCCCCCCCCC N-ethyl-N,N-dioctadecylammonium [tetrakis(perfluorophenyl) borate]